OC1COC1OC1=NC(=NC=C1C(F)(F)F)NC1=CC=C(C=C1)S(=O)(=O)N 4-((4-((3-hydroxyoxetan-4-yl)oxy)-5-(trifluoromethyl)pyrimidin-2-yl)amino)benzenesulfonamide